ClC1=CC(=NC=C1C1CCC(CC1)(F)F)C(=O)O 4-chloro-5-(4,4-difluorocyclohexyl)picolinic acid